(R)-N-(7-bromo-5-((1-methoxypropan-2-yl)oxy)quinazolin-4-yl)-7-fluorobenzo[d]thiazol-6-amine BrC1=CC(=C2C(=NC=NC2=C1)NC1=C(C2=C(N=CS2)C=C1)F)O[C@@H](COC)C